S1N=NC(=C1)C=1NC(C2=C(N1)NN=C2)=O 6-(1,2,3-thiadiazol-4-yl)-1H-pyrazolo[3,4-d]pyrimidin-4(5H)-one